4-(1-methyl-2-pyrrolidinyl)-3-oxo-butyric acid CN1C(CCC1)CC(CC(=O)O)=O